CC(=CCC/C(=C/CC/C(=C\\CC/C(=C\\CC/C(=C\\CC/C(=C\\CC/C(=C\\CC/C(=C\\CC/C(=C\\CC/C(=C\\COP(=O)([O-])O[C@H]1[C@H]([C@@H]([C@H](O1)CO)O)O)/C)/C)/C)/C)/C)/C)/C)/C)/C)C The molecule is an organophosphate oxoanion obtained by deprotonation of the phosphate OH group of trans,octacis-decaprenylphospho-beta-D-arabinofuranose; major species at pH 7.3. It is a conjugate base of a trans,octacis-decaprenylphospho-beta-D-arabinofuranose.